ClC=1C=C(CN2C(C(C3=CC(=CC=C23)N)C2OCC(CO2)(C)C)=O)C=CC1Cl 1-(3,4-dichlorobenzyl)-5-amino-3-(5,5-dimethyl-1,3-dioxan-2-yl)-2-oxoindol